(4-ethyl-bicyclo[2.2.1]hept-2-yl)cyclohexanol C(C)C12CC(C(CC1)C2)C2(CCCCC2)O